2-[2-[(2S,6S)-2,6-dimethylmorpholin-4-yl]-5-nitro-4-pyridyl]pyrazol-3-amine C[C@H]1CN(C[C@@H](O1)C)C1=NC=C(C(=C1)N1N=CC=C1N)[N+](=O)[O-]